C(C)OC(C)N1N=C(C2=C1SC(=C2)C(=O)O)C2=CC(=NC=C2)C 1-(1-ethoxyethyl)-3-(2-methylpyridin-4-yl)-1H-thieno[2,3-c]pyrazole-5-carboxylic acid